CN(C(=O)C=1C(=C(C=CC1)N1N=C(C=CC1=O)C(=O)OC)F)C Methyl 1-[3-(dimethylcarbamoyl)-2-fluoro-phenyl]-6-oxo-pyridazine-3-carboxylate